O1CCC2=C1C=CC(=C2)C2(C(NC1=C(C=CC=C21)C(F)(F)F)=O)O 3-(2,3-dihydrobenzofuran-5-yl)-3-hydroxy-7-trifluoromethylindolin-2-one